tert-butyl 4-(2-(4-cyano-2-fluorobenzyloxy) thiazol-4-yl)-5,6-dihydropyridine-1(2H)-carboxylate C(#N)C1=CC(=C(COC=2SC=C(N2)C2=CCN(CC2)C(=O)OC(C)(C)C)C=C1)F